(R)- or (S)-N-((4-(4-(difluoromethyl)phenyl)-4,5,6,7-tetrahydropyrazolo[1,5-a]pyrimidin-6-yl)methyl)acrylamide FC(C1=CC=C(C=C1)N1C=2N(C[C@@H](C1)CNC(C=C)=O)N=CC2)F |o1:12|